C1(CC1)N(S(=O)(=O)C)C1=C(C=CC=C1)NC1=NC(=NC=C1Cl)Cl N-Cyclopropyl-N-(2-((2,5-dichloropyrimidin-4-yl)amino)phenyl)methanesulfonamide